(R)-N-(6-((S)-1-cyanospiro[2.2]pentan-1-yl)isoquinolin-3-yl)-2,2-dimethyltetrahydro-2H-pyran-4-carboxamide C(#N)[C@]1(CC12CC2)C=2C=C1C=C(N=CC1=CC2)NC(=O)[C@H]2CC(OCC2)(C)C